methyl (2s,3r)-3-cyclopropyl-3-(3-hydroxy-4-iodophenyl)-2-methylpropionate C1(CC1)[C@H]([C@@H](C(=O)OC)C)C1=CC(=C(C=C1)I)O